2,9-dibromo-1,2,3,4-tetrahydro-1,4-methanonaphthalene BrC1C2C3=CC=CC=C3C(C1)C2Br